C(CCC)N1C(CCC1)=O butylpyrrolidin-2-one